4-bromo-N-(2,6-difluorophenyl)-5-fluoro-2-{[(2S)-1,1,1-trifluoropropan-2-yl]oxy}benzamide BrC1=CC(=C(C(=O)NC2=C(C=CC=C2F)F)C=C1F)O[C@H](C(F)(F)F)C